4-(cyclohex-1-en-1-yl)-1-(4-methoxybenzyl)-3-(pyridin-2-yl)-1H-pyrazol-5-amine C1(=CCCCC1)C=1C(=NN(C1N)CC1=CC=C(C=C1)OC)C1=NC=CC=C1